3-((2-acetamidoethyl)amino)-N-(2-bromo-4-(perfluoropropane-2-yl)-6-(trifluoromethyl)phenyl)-2-fluorobenzamide C(C)(=O)NCCNC=1C(=C(C(=O)NC2=C(C=C(C=C2C(F)(F)F)C(C(F)(F)F)(C(F)(F)F)F)Br)C=CC1)F